4-Acetyloxy-3-bromobenzofuran-6-carboxylic acid ethyl ester C(C)OC(=O)C1=CC2=C(C(=CO2)Br)C(=C1)OC(C)=O